4-(4-(6-(((1S,2R,3R,5R)-2-fluoro-1,5,8-trimethyl-8-azabicyclo[3.2.1]octan-3-yl)(methyl)amino)pyridazin-3-yl)-3-hydroxyphenyl)-1-methyl-1,3,5-triazin-2(1H)-one F[C@H]1[C@@]2(CC[C@](C[C@H]1N(C1=CC=C(N=N1)C1=C(C=C(C=C1)C1=NC(N(C=N1)C)=O)O)C)(N2C)C)C